1-(2-chlorophenyl)-2-((3-(difluoromethyl)-1-methyl-1H-pyrazol-5-yl)oxy)ethane-1-one-O-methyl oxime CON=C(COC1=CC(=NN1C)C(F)F)C1=C(C=CC=C1)Cl